thallium-technetium [Tc].[Tl]